C(=O)=[Ru](Cl)(Cl)(=C=O)=C=O Tricarbonyldichlororuthenium